2,3,4,5,6-pentafluoro-4-methoxy-2'-methyl-1,1'-biphenyl FC1=C(C(=C(C(C1F)(OC)F)F)F)C1=C(C=CC=C1)C